3-Cyano-2,6-dichloro-4-(trifluoromethyl)pyridine C(#N)C=1C(=NC(=CC1C(F)(F)F)Cl)Cl